4-(4-fluoro-5-hydroxy-isoindolin-2-yl)-4-oxobutanoic acid ethyl ester C(C)OC(CCC(=O)N1CC2=CC=C(C(=C2C1)F)O)=O